BrC1=NN(C=C1)C(C(=O)N)(C)C 2-(3-bromo-1H-pyrazol-1-yl)-2-Methylpropanamide